C(C1=CC=CC=C1)N(C([O-])=O)[C@@H](C(C1CC1)C1CC1)C=1N=C2N(N=C(C=N2)C[C@@H]2C(NC[C@@H](C2)C(F)(F)F)=O)C1.C(CCCCCCCCCCCCCCCCC)C[N+](C)(C)CC stearyl-ethyltrimethyl-ammonium benzyl-((1S)-2,2-dicyclopropyl-1-(2-(((3R,5R)-2-oxo-5-(trifluoromethyl)piperidin-3-yl)methyl)imidazo[1,2-b][1,2,4]triazin-6-yl)ethyl)carbamate